CS(=O)(=O)NCC(CO[C@@H]1CC[C@@H](CC1)C1=CC=CC=C1)C1=[N+](C(=CC(=C1)C)C)[O-] 2-(1-methanesulfonamido-3-{[(CIS)-4-phenylcyclohexyl]oxy}propan-2-yl)-4,6-dimethylpyridin-1-ium-1-olate